bis(2-methyl-4,5,6,7-tetrahydro-1-indenyl)zirconium dichloride [Cl-].[Cl-].CC=1C(C=2CCCCC2C1)[Zr+2]C1C(=CC=2CCCCC12)C